(R)-5-cyano-N-methyl-N-(2,2,2-trifluoro-1-(p-tolyl)ethyl)pyridine-3-sulfonamide C(#N)C=1C=C(C=NC1)S(=O)(=O)N([C@@H](C(F)(F)F)C1=CC=C(C=C1)C)C